C1(CC1)C1=C(C=C(C=C1)C(NC(=O)C1N(CC(C1)F)C(CN1C(N(C(C=C1)=O)C)=O)=O)C1=CC=CC=C1)F N-[(4-cyclopropyl-3-fluorophenyl)(phenyl)methyl]-4-fluoro-1-[2-(3-methyl-2,4-dioxo-1,2,3,4-tetrahydropyrimidin-1-yl)acetyl]pyrrolidine-2-carboxamide